NC1=NC=CC2=CC=C(C=C12)C=1C2=C(SC1)C=C(C=C2)C(=O)NCCCN(C)C 3-(1-aminoisoquinolin-7-yl)-N-(3-(dimethylamino)propyl)benzo[b]thiophene-6-carboxamide